OCCCCNC1=C(C(=O)NC2=CC(=CC=C2)OC)C=CC=C1 2-(4-Hydroxy-butylamino)-N-(3-methoxy-phenyl)-benzamide